ClC1=C(C=C(C=C1)Cl)NC(CN1N=C(C=CC1=O)C1=CC=C(C=C1)OC)=O N-(2,5-dichlorophenyl)-2-(3-(4-methoxyphenyl)-6-oxopyridazin-1(6H)-yl)acetamide